FC1=C(C(=O)N[C@@H](C(=O)N2CCC3(CC2)C(C(N(C(C3)=O)C)=O)C3=CC=C(C=C3)F)C(C)C)C=C(C=C1)C(F)(F)F 2-fluoro-N-((2R)-1-(7-(4-fluorophenyl)-9-methyl-8,10-dioxo-3,9-diazaspiro[5.5]undecan-3-yl)-3-methyl-1-oxobutan-2-yl)-5-(trifluoromethyl)benzamide